NC1=C(C=C(OC2=CC(=NC=C2)C(=O)NC2=CC=CC=C2)C=C1)SC 4-(4-amino-3-methylsulfanyl-phenoxy)-N-phenyl-pyridine-2-carboxamide